methyl 2-(5-fluoro-6-iodo-1-oxospiro[3H-isoquinoline-4,1'-cyclopropane]-2-yl)acetate FC1=C2C(=CC=C1I)C(N(CC21CC1)CC(=O)OC)=O